(R)-2,2-difluoro-2-(1-hydroxycyclobutyl)-1-(4-(pyrazolo[1,5-a]pyridin-2-yl)-6,7-dihydro-1H-imidazo[4,5-c]pyridin-5(4H)-yl)ethanone FC(C(=O)N1[C@H](C2=C(CC1)NC=N2)C2=NN1C(C=CC=C1)=C2)(C2(CCC2)O)F